(S)-(6-bromo-3-(3-(4-(trifluoromethyl)thiazol-2-yloxy)pyrrolidin-1-yl)pyridin-2-yl)methanol BrC1=CC=C(C(=N1)CO)N1C[C@H](CC1)OC=1SC=C(N1)C(F)(F)F